(S)-1-(5-(6-chloro-7-fluoro-3-(1H-imidazol-1-yl)-5-methoxy-1-methyl-1H-indol-2-yl)-4H-1,2,4-triazol-3-yl)-N-(2-methoxyethyl)ethan-1-amine ClC1=C(C=C2C(=C(N(C2=C1F)C)C=1NC(=NN1)[C@H](C)NCCOC)N1C=NC=C1)OC